C(C1=CC=CC=C1)N1N=C(C=C1C(=O)NCCC)C(=O)NC 1-benzyl-N3-methyl-N5-propyl-1H-pyrazole-3,5-dicarboxamide